4,6-dimethyl-5-(4,4,5,5-tetramethyl-1,3,2-dioxaborolan-2-yl)pyrimidine CC1=NC=NC(=C1B1OC(C(O1)(C)C)(C)C)C